FC(C1=NC=CC(=N1)OC1CCC2(CN(C2)C(=O)N2C[C@H](CC2)C(=O)N)CC1)(F)F (3S)-1-[7-[2-(Trifluoromethyl)pyrimidin-4-yl]oxy-2-azaspiro[3.5]nonane-2-carbonyl]pyrrolidine-3-carboxamide